S(=O)(=O)([O-])[O-].[Mg+2].[K+] potassium magnesium sulphate